propionate-carboxymethyl oxime C(=O)(O)CON=C(CC)[O-]